OCC1=CCCN(C1)C(=O)O 5-(hydroxymethyl)-3,6-dihydropyridine-1(2H)-carboxylic acid